N[C@H](C(=O)N[C@H](C(=O)N[C@@H](C(=O)N[C@@H](CC1=CC=C(C=C1)O)C(=O)O)CC1=CC=C(C=C1)C)CCCCNC(CCCCCCC)=O)CC=1N=CN(C1)C1=CC=CC=C1 ((R)-2-((S)-2-((S)-2-amino-3-(1-phenyl-1H-imidazol-4-yl)propanamido)-6-octanamidohexanamido)-3-(p-tolyl)propanoyl)-L-tyrosine